(S)-3-((5-chloro-2-((2-(difluoro-methoxy)-4-(4-(3,4-dimethyl-piperazin-1-yl)piperidin-1-yl)-phenyl)amino)pyrimidin-4-yl)-amino)thiophene-2-carboxamide ClC=1C(=NC(=NC1)NC1=C(C=C(C=C1)N1CCC(CC1)N1C[C@@H](N(CC1)C)C)OC(F)F)NC1=C(SC=C1)C(=O)N